Diethyl [3-(trifluoromethyl)phenyl]methylphosphonate FC(C=1C=C(C=CC1)CP(OCC)(OCC)=O)(F)F